2-(3-fluoro-1-bicyclo[1.1.1]pentyl)-7-methoxy-N-(2-pyridyl)imidazo[1,2-a]pyridine-6-carboxamide FC12CC(C1)(C2)C=2N=C1N(C=C(C(=C1)OC)C(=O)NC1=NC=CC=C1)C2